(S)-2-Cyclopropyl-3,3-difluoro-10-((5-fluoro-2-((R)-2-methylmorpholino)pyrimidin-4-yl)amino)-7-methyl-1,2,3,4-tetrahydro-[1,4]oxazepino[2,3-c]chinolin-6(7H)-on C1(CC1)[C@@H]1NC2=C(C(N(C=3C=CC(=CC23)NC2=NC(=NC=C2F)N2C[C@H](OCC2)C)C)=O)OCC1(F)F